C(C)(C)(C)OC(=O)N1C[C@@H](OCC1(C)C)CO (2R)-2-(hydroxymethyl)-5,5-dimethylmorpholine-4-carboxylic acid tert-butyl ester